C(C)OC(=O)C1=CC=C(O)C=C1.[Ca] calcium ethyl-paraben